(1R,3S,4R)-2-((5-chloropyridin-3-yl)-D-alanyl)-N-((S)-1-cyano-2-((S)-2-oxopiperidin-3-yl)ethyl)-5,5-difluoro-2-azabicyclo[2.2.2]octane-3-carboxamide ClC=1C=C(C=NC1)N[C@H](C)C(=O)N1[C@H]2CC([C@@H]([C@H]1C(=O)N[C@@H](C[C@H]1C(NCCC1)=O)C#N)CC2)(F)F